C(=O)(C(C(F)(F)F)(OC(C(C(F)(F)F)(F)F)(F)F)F)[O-].[NH4+] Ammonium 2,3,3,3-tetrafluoro-2-(heptafluoropropoxy) propanoate